FC1=C(C(=CC=C1)F)C1=CC(=C(N=N1)C(=O)N)NC1=CC=C(C=C1)S(=O)C 6-(2,6-Difluorophenyl)-4-((4-(methylsulfinyl)phenyl)amino)pyridazine-3-carboxamide